BrC1=NC(=C2N=CN(C2=N1)[C@H]1[C@@H]([C@@H]([C@H](O1)COP(=O)(O)CP(O)(O)=O)O)O)Cl (((((2R,3S,4R,5R)-5-(2-bromo-6-chloro-9H-purin-9-yl)-3,4-dihydroxytetrahydrofuran-2-yl)methoxy)(hydroxy)phosphoryl)methyl)phosphonic acid